NC1=NC=C2N(C(N(C2=N1)[C@@H]1O[C@@H](C[C@H]1O)CO)=O)CC1CC1 2-Amino-7-(cyclopropylmethyl)-9-((2R,3R,5S)-3-hydroxy-5-(hydroxymethyl)tetrahydrofuran-2-yl)-7,9-dihydro-8H-purin-8-on